N-(4-(3-amino-6-(1-isobutyrylpiperidin-4-yl)benzo[d]isoxazol-4-yl)phenyl)-1-isopropyl-2,4-dioxo-3-(pyridin-2-yl)-1,2,3,4-tetrahydropyrimidine-5-carboxamide NC1=NOC2=C1C(=CC(=C2)C2CCN(CC2)C(C(C)C)=O)C2=CC=C(C=C2)NC(=O)C=2C(N(C(N(C2)C(C)C)=O)C2=NC=CC=C2)=O